(2-bromophenyl)acrylamide BrC1=C(C=CC=C1)C(C(=O)N)=C